ClC=1C(=CC(=C(C(=O)NS(=O)(=O)C2=CC=C(C=C2)N2CC(CCC2)N(C)C)C1)F)OCC1CCCC1 5-chloro-4-(cyclopentylmethoxy)-N-((4-(3-(dimethylamino)piperidin-1-yl)phenyl)sulfonyl)-2-fluorobenzamide